4,4'-di(4-fluorophenyl-sulfonyl)biphenylacetylsalicylic acid FC1=CC=C(C=C1)S(=O)(=O)C=1C=C(C(=CC1)C1=CC=C(C=C1)S(=O)(=O)C1=CC=C(C=C1)F)CC(=O)OC=1C(C(=O)O)=CC=CC1